1-(4-(piperazin-1-yl)phenyl)dihydropyrimidine N1(CCNCC1)C1=CC=C(C=C1)N1CNCC=C1